5-(chloromethyl)-1-(4-chlorophenyl)-3-(trifluoromethyl)pyrazole ClCC1=CC(=NN1C1=CC=C(C=C1)Cl)C(F)(F)F